FC=1C=CC2=C(C(NC=3CN(CC(C23)NC)C)=O)C1 8-Fluoro-3-methyl-1-(methylamino)-1,3,4,5-tetrahydrobenzo[c][1,7]naphthyridin-6(2H)-one